BrC1=CC=C(S1)C(=O)OC methyl 5-bromothiophene-2-carboxylate